FC1=C(OC2=NC=CC=C2C(=O)N)C=CC(=C1)CC(=O)NC1=NN2C(C=CC(=C2)C2=CC=NN2C)=N1 2-(2-fluoro-4-(2-((6-(1-methyl-1H-pyrazol-5-yl)-[1,2,4]triazolo[1,5-a]pyridin-2-yl)amino)-2-oxoethyl)phenoxy)pyridine-3-carboxamide